ClC1=CC(=C(C=C1)C1=NC(=CC=2N=C(N(C(C21)=O)C)C)N2C[C@H](OCC2)C2=CC=NC=C2)F 5-(4-chloro-2-fluoro-phenyl)-2,3-dimethyl-7-((2R)-2-(4-pyridin-yl)-4-morpholinyl)-pyrido[4,3-d]pyrimidin-4(3H)-one